C1(=CC=CC=C1)C1=CC=C2C=C(NC2=C1)C(=O)NCC(=O)N[C@@H](C)C(=O)N[C@H](CCC(=O)OCC)C(=O)OCC diethyl (6-phenyl-1H-indole-2-carbonyl)glycyl-L-alanyl-D-glutamate